1-methyl-4-(3-phenylbut-3-en-1-yl)-1,4-diazepane CN1CCN(CCC1)CCC(=C)C1=CC=CC=C1